C(C)N(C1=CC=CC=C1)C N-ethyl-methylaniline